cyclohexane ethyl-benzoate C(C)OC(C1=CC=CC=C1)=O.C1CCCCC1